(5-methylthiophene-2-yl)(piperazin-1-yl)methanone Ethyl-3-fluoro-4-(2-oxo-7-azaspiro[3.5]nonan-7-yl)benzoate C(C)OC(C1=CC(=C(C=C1)N1CCC2(CC(C2)=O)CC1)F)=O.CC1=CC=C(S1)C(=O)N1CCNCC1